N-(6-amino-5-methyl-3-pyridyl)-2-[(2R,5S)-5-methyl-2-[1-(1H-pyrazol-5-yl)pyrazol-3-yl]-1-piperidyl]-2-oxo-acetamide NC1=C(C=C(C=N1)NC(C(=O)N1[C@H](CC[C@@H](C1)C)C1=NN(C=C1)C1=CC=NN1)=O)C